tert-butyl 3-(4-(3,4-difluoro-2-(trifluoromethyl)phenyl) piperidine-1-carbonyl)-6,7-dihydro-1H-pyrazolo[4,3-c]pyridine-5(4H)-carboxylate FC=1C(=C(C=CC1F)C1CCN(CC1)C(=O)C1=NNC2=C1CN(CC2)C(=O)OC(C)(C)C)C(F)(F)F